N-(9-(4-(tert-butyl)pyridin-2-yl)-2-methoxy-9H-carbazol-3-yl)acetamide C(C)(C)(C)C1=CC(=NC=C1)N1C2=CC=CC=C2C=2C=C(C(=CC12)OC)NC(C)=O